C(C1=CC=CC=C1)NC(\C=C\C(=O)O)=O N-benzyl-fumaric acid amide